ClC1=CC=C(OCC2=CC=C(C=N2)C=2OC(=NN2)C(F)F)C=C1 (6-((4-chlorophenoxy)methyl)pyridin-3-yl)-5-(difluoromethyl)-1,3,4-oxadiazole